CC(=O)NC1=NC2=C(S1)C=C(C=C2)Br N-(6-bromobenzo[d]thiazol-2-yl)acetamide